N[C@@H]1[C@@H](OCC12CCN(CC2)C=2N=CC(=NC2)SC=2C(=C1C(N(C=NC1=CC2)CCCOC)=O)Cl)C 6-((5-((3S,4S)-4-amino-3-methyl-2-oxa-8-azaspiro[4.5]decan-8-yl)pyrazin-2-yl)thio)-5-chloro-3-(3-methoxypropyl)quinazolin-4(3H)-one